Phenylenesulfide C=12C(=CC=CC1)S2